FC1([C@H](C1)C(=O)N[C@]12CN(C[C@@H]2[C@@H]1C)C1=NC(=NC=C1F)NC=1C=NN(C1)C)F (1R)-2,2-difluoro-N-[(1R,5S,6S)-3-{5-fluoro-2-[(1-methyl-1H-pyrazol-4-yl)amino]pyrimidin-4-yl}-6-methyl-3-azabicyclo[3.1.0]hex-1-yl]cyclopropanecarboxamide